1,3,5-Trimethyl-1,3,5-triazine CN1CN(CN(C1)C)C